chloro-4-cyclopropyl-2'-fluoro[1,1'-biphenyl] ClC1=C(C=CC(=C1)C1CC1)C1=C(C=CC=C1)F